C1(CC12CC2)C(C)=O 1-(Spiro[2.2]pentan-1-yl)ethan-1-one